FCCOC1=C(C(=O)O)C=C(C=C1)C 2-(2-fluoroethoxy)-5-methylbenzoic acid